C(C)(C)(C)C1=CC=C(C=C1)N(C(=O)[C@@H]1N(C[C@@H](C1)OC)C(=O)OCC1=CC=CC=C1)C(C(=O)NC1CCCCC1)(C)C=1C=NC=CC1 (2R,4R)-benzyl 2-((4-(tert-butyl)phenyl)(1-(cyclohexylamino)-1-oxo-2-(pyridin-3-yl)propan-2-yl)carbamoyl)-4-methoxypyrrolidine-1-carboxylate